N-(6-chloro-4-(2-methoxyethoxy)pyridin-3-yl)-3-(2-isopropylphenyl)-1-sulfamoyl-azetidine-3-carboxamide ClC1=CC(=C(C=N1)NC(=O)C1(CN(C1)S(N)(=O)=O)C1=C(C=CC=C1)C(C)C)OCCOC